ClC1=NC=C(C(=C1)N[C@H](CCO)C)C#CC=1C=NN(C1)C1C(C1)(F)F (3S)-3-((2-chloro-5-((1-(2,2-difluorocyclopropyl)-1H-pyrazol-4-yl)ethynyl)pyridin-4-yl)amino)butan-1-ol